7-chloro-2-(2-(thiophen-2-yl)ethyl)-1,2,3,4-tetrahydroisoquinoline ClC1=CC=C2CCN(CC2=C1)CCC=1SC=CC1